N-[4-[1,5-bis(fluoromethyl)-8-oxabicyclo[3.2.1]octa-2,6-dien-3-yl]-2-(4,4-dimethylcyclohexen-1-yl)phenyl]-5-cyano-1H-imidazole-2-carboxamide FCC12C=C(CC(C=C1)(O2)CF)C2=CC(=C(C=C2)NC(=O)C=2NC(=CN2)C#N)C2=CCC(CC2)(C)C